11-oxo-10-phenyl-6,7,8,11-tetrahydro-5H-cyclohepta[b]quinoline-9-carboxylic acid ethyl ester C(C)OC(=O)C1=C(C2=C(NC3=CC=CC=C3C2=O)CCC1)C1=CC=CC=C1